O=C1N(CCC(N1)=O)C1=C(CN(C2CCN(CC2)C2=CC(=C(C=C2)NC2=NC=C(C(=C2)NC2=C(C(=O)NC)C=CC=C2)C(F)(F)F)OC)C)C=CC=C1 2-((2-((4-(4-((2-(2,4-dioxotetrahydropyrimidin-1(2H)-yl)benzyl)(methyl)amino)piperidin-1-yl)-2-methoxyphenyl)amino)-5-(trifluoromethyl)pyridin-4-yl)amino)-N-methylbenzamide